1-(4-(2-(4-chlorophenyl)but-3-yn-2-yl)thiazol-2-yl)-3-(2-hydroxyethyl-2,2-d2)urea ClC1=CC=C(C=C1)C(C)(C#C)C=1N=C(SC1)NC(=O)NCC([2H])([2H])O